10-hydroxy-12-octadecenoic acid OC(CCCCCCCCC(=O)O)CC=CCCCCC